ClC=1C=C(C=CC1)C=1OC2=CC(=C(C=C2C(C1O)=O)OC)OC 2-(3-chlorophenyl)-3-hydroxy-6,7-dimethoxy-4H-chromen-4-one